C(CCCCCCCCC)S 1-decanethiol